FC1=C(C=CC=C1F)[C@@H]([C@H](O)[C@@H]1N(CCC1)C(=O)OCC1=CC=CC=C1)C1=CC(=CC=C1)F benzyl (R)-2-((1S,2S)-2-(2,3-difluorophenyl)-2-(3-fluorophenyl)-1-hydroxyethyl)pyrrolidine-1-carboxylate